OCC1=CC=C(S1)C(C)=O 1-(5-(hydroxymethyl)thiophen-2-yl)ethan-1-one